C(C1=CC=CC=C1)NC1=NC(=NC=C1C(=O)N)NC1=C(C=C2CCN(CC2=C1)C)OC 4-(benzylamino)-2-[(6-methoxy-2-methyl-1,2,3,4-tetrahydroisoquinolin-7-yl)amino]pyrimidine-5-carboxamide